1-(2-chlorophenyl)-4-[(methylethyl)-amino]-7-(trifluoromethyl)pyrido[2,3-d]-pyrimidin-2(1H)-one ClC1=C(C=CC=C1)N1C(N=C(C2=C1N=C(C=C2)C(F)(F)F)NC(C)C)=O